4-(5-(3-chloro-5-(trifluoromethyl)phenyl)-5-(trifluoromethyl)-4,5-dihydroisoxazol-3-yl)-N-(2-oxo-2-((2,2,2-trifluoroethyl)amino)ethyl)-1-naphthamide ClC=1C=C(C=C(C1)C(F)(F)F)C1(CC(=NO1)C1=CC=C(C2=CC=CC=C12)C(=O)NCC(NCC(F)(F)F)=O)C(F)(F)F